tri(ethoxy)aluminum lithium hydride [H-].[Li+].C(C)O[Al](OCC)OCC